bismuth cobalt telluride [Co]=[Te].[Bi]